C[C@]1(C[C@]2(CN(C(O2)=O)CC2=NC=CC(=C2)C=2C=NN(C2)C)CCC1)CN1C=NC2=C1C=C(C=C2)C#N 1-(((5S,7S)-7-methyl-3-((4-(1-methyl-1H-pyrazol-4-yl)pyridin-2-yl)methyl)-2-oxo-1-oxa-3-azaspiro[4.5]decan-7-yl)methyl)-1H-benzo[d]imidazole-6-carbonitrile